COC1=CC=C(C=C1)CCC(CCCOS(=O)(=O)C1=CC=C(C=C1)C)=O 4-Methylbenzenesulfonic acid 6-(4-methoxyphenyl)-4-oxohexyl ester